(E)-3-(4-methoxybenzylidene)-1-tosyl-2,3-dihydroquinolin-4(1H)-one COC1=CC=C(\C=C\2/CN(C3=CC=CC=C3C2=O)S(=O)(=O)C2=CC=C(C)C=C2)C=C1